ClC=1C=C(C=C(C1)OC1CCC(CC1)C(F)(F)F)C1=CN(C2=C1C(=NC=C2)C(F)(F)F)S(=O)(=O)C2=CC=C(C=C2)C 3-(3-chloro-5-{[(1r,4r)-4-(trifluoromethyl)cyclohexyl]oxy}phenyl)-1-(4-methylbenzenesulfonyl)-4-(trifluoromethyl)-1H-pyrrolo[3,2-c]pyridine